CC1=CC=C(C=C1)S(=O)(=O)OC1=C(C(=CC=C1)C)C1=CC=CC2=CC=CC=C12 (-)-3-Methyl-2-(naphthalen-1-yl)phenyl 4-methylbenzenesulfonate